NC1=NC=CC=2N1C(=NC2C2CN(CCC2)C(C=C)=O)C2=CC=C(C=C2)OC2=NC=CC=C2 1-(3-(5-amino-3-(4-(pyridin-2-yloxy)phenyl)imidazo[1,5-c]pyrimidin-1-yl)piperidin-1-yl)prop-2-en-1-one